C(=O)([O-])[C@@H](O)[C@H](O)C(=O)[O-].[Zn+2].BrC1=CC=C(C=C1)N1N=C(C(=C1)[C@H]1O[C@H](C(N1CCC1=CC=C(C=C1)NC(C)=O)=O)C)C1=CC=C(C=C1)F N-(4-(2-((2R,5S)-2-(1-(4-bromophenyl)-3-(4-fluorophenyl)-1H-pyrazol-4-yl)-5-methyl-4-oxooxazolidin-3-yl)ethyl)phenyl)acetamide Zinc (D)-tartrate